N-cyclohexyl-4-mesitylbenzothiazol-2-amine C1(CCCCC1)NC=1SC2=C(N1)C(=CC=C2)C2=C(C=C(C=C2C)C)C